2,5-difluoro-N-(pyrimidin-4-yl)-benzenesulfonamide FC1=C(C=C(C=C1)F)S(=O)(=O)NC1=NC=NC=C1